BrC1=C(C=CC=C1)C([C@@]1(C[C@H](N(C1)C(=O)OC(C)(C)C)C(=O)O)C(=O)O)O (2S,4S)-4-((2-bromophenyl)(hydroxy)methyl)-1-(t-butoxycarbonyl)pyrrolidine-2,4-dicarboxylic acid